C1(=CC=C(C=C1)O[C@H](C(=O)OC)C)C methyl (S)-2-(p-tolyloxy)propionate